[Fe].CC1=C(C(=CC=C1)C)C=1C(C(N=CC1)=N)=N 2,6-Dimethylphenyl-Bis(Imino)Pyridine Iron